[4-(4-Aminopiperidin-1-yl)butoxy]-2-(2,6-dioxopiperidin-3-yl)isoindol NC1CCN(CC1)CCCCOC=1N(C=C2C=CC=CC12)C1C(NC(CC1)=O)=O